NC1=C2C(=NC=N1)N(N=C2C=2C=NC(=CC2)OC(C)C)[C@@H](C)C=2C=C1N(C(C2C2=CC(=CC=C2)F)=O)C(=CS1)Cl (S)-7-(1-(4-amino-3-(6-isopropoxypyridin-3-yl)-1H-pyrazolo[3,4-d]pyrimidin-1-yl)ethyl)-3-chloro-6-(3-fluorophenyl)-5H-thiazolo[3,2-a]pyridin-5-one